6-((bis(pyridin-2-ylmethyl)amino)methyl)nicotinic acid N1=C(C=CC=C1)CN(CC1=NC=CC=C1)CC1=NC=C(C(=O)O)C=C1